ClC=1C2=CN(N=C2C(=C(C1)C1=CC=C(C=C1)OCCN1CCCC1)Cl)C(C(=O)NC=1SC=CN1)C1=C2N(C=N1)C[C@@H](C2)F 2-(4,7-Dichloro-6-(4-(2-(pyrrolidin-1-yl)ethoxy)phenyl)-2H-indazol-2-yl)-2-((R)-6-fluoro-6,7-dihydro-5H-pyrrolo[1,2-c]imidazol-1-yl)-N-(thiazol-2-yl)acetamide